FC1=CC=C(C=C1)N1CCN(CC1)CCOC1=CC2=C(N(C=N2)C2CC(C2)(O)C)C(=C1)C(F)(F)F 3-(5-{2-[4-(p-fluorophenyl)-1-piperazinyl]ethoxy}-7-(trifluoromethyl)-1H-1,3-benzimidazol-1-yl)-1-methylcyclobutanol